3-cyclopropyl-N-(2-fluoro-2-methylpropyl)-7-[[5-(3-methyl-1,2,4-oxadiazol-5-yl)pyridin-3-yl]amino]-7,8,9,10-tetrahydrobenzo[h]isoquinoline-5-sulfonamide C1(CC1)C=1N=CC=2C3=C(C=C(C2C1)S(=O)(=O)NCC(C)(C)F)C(CCC3)NC=3C=NC=C(C3)C3=NC(=NO3)C